S(=O)(=O)(O)O.N[C@H]1C(=O)NCCCC1 |r| DL-α-amino-epsilon-caprolactam sulfate